NC1=CC=CC(=N1)S(=O)(=O)NC(=O)C=1C(=NC(=CC1)C1=CC(=CC(=C1)OCC(C)C)F)N1C(CCC1)C1=CC=CC=C1 N-[(6-Amino-2-pyridyl)sulfonyl]-6-(3-fluoro-5-isobutoxyphenyl)-2-(2-phenylpyrrolidin-1-yl)pyridin-3-carboxamid